CN(C(=O)C=1C=NN2C1C(=CC(=C2)OCC(C)(C)O)C=2C=CC(=NC2)N2CC1N(C(C2)C1)C(=O)OC(C)(C)C)C Tert-butyl 3-(5-(3-(dimethylcarbamoyl)-6-(2-hydroxy-2-methylpropyloxy) pyrazolo[1,5-a]pyridin-4-yl) pyridin-2-yl)-3,6-diazabicyclo[3.1.1]heptane-6-carboxylate